(2R,4R)-4-cyclopropyl-N-((S,E)-1-cyclopropyl-3-(methylsulfonyl)allyl)-2-phenylpyrrolidine-1-carboxamide C1(CC1)[C@H]1C[C@@H](N(C1)C(=O)N[C@H](\C=C\S(=O)(=O)C)C1CC1)C1=CC=CC=C1